dimercaptopropane sodium salt [Na].SC(C)(C)S